4-(4,4-difluoroazepan-1-yl)-6-methyl-2-(trifluoromethyl)pyrimidine-5-carboxylic acid FC1(CCN(CCC1)C1=NC(=NC(=C1C(=O)O)C)C(F)(F)F)F